C1(OC2CCC(C3=CC=CC=C23)O1)=O 1-(1,2,3,4-tetrahydro-1,4-naphthalenediyl) carbonate